ClC1=CC=C(C=C1)C1=C(CCC(C1)(C)C)CN1C2CN(C(C1)C2)CC=2C=C1CN(C(C1=CC2)=O)N2C(NC(CC2)=O)=O 1-(5-((5-((4'-chloro-5,5-dimethyl-3,4,5,6-tetrahydro-[1,1'-biphenyl]-2-yl)methyl)-2,5-diazabicyclo[2.2.1]heptane-2-yl)methyl)-1-oxoisoindolin-2-yl)dihydropyrimidine-2,4(1H,3H)-dione